C(C)N(CC)CC1=CC=C(C=C1)C1=CC(=C2C(=N1)C=CS2)NCCCN2CCCCC2 5-(4-((diethylamino)methyl)phenyl)-N-(3-(piperidin-1-yl)propyl)thieno[3,2-b]pyridin-7-amine